4-(4-methylphenyl)methylene-2,6-di-t-butyl-2,5-cyclohexadien-1-one CC1=CC=C(C=C1)C=C1C=C(C(C(=C1)C(C)(C)C)=O)C(C)(C)C